4-(4-methoxyphenyl)butanoic acid 2,5-dioxopyrrolidin-1-yl ester O=C1N(C(CC1)=O)OC(CCCC1=CC=C(C=C1)OC)=O